COC(=O)C=1C(=CC=C2C(=CC=NC12)NC1=NC=CC=C1C(=O)OC(C)(C)C)C=1C=NN(C1C)CC12CC3CC(CC(C1)C3)C2 7-(1-(adamantan-1-ylmethyl)-5-methyl-1H-pyrazol-4-yl)-4-((3-(tert-butoxycarbonyl)pyridin-2-yl)amino)quinoline-8-carboxylic acid methyl ester